2-phenyl-3-(3,4,5-trimethoxyphenyl)-2H-azepine C1(=CC=CC=C1)C1N=CC=CC=C1C1=CC(=C(C(=C1)OC)OC)OC